selenium-silicon [Si].[Se]